[6-[(4-dimethylphosphorylphenyl)methyl]-2,6-diazaspiro[3.3]heptan-2-yl]-[6-[3-(trifluoromethyl)-1,2,4-triazol-1-yl]-2-azaspiro[3.3]heptan-2-yl]methanone CP(=O)(C)C1=CC=C(C=C1)CN1CC2(CN(C2)C(=O)N2CC3(C2)CC(C3)N3N=C(N=C3)C(F)(F)F)C1